Cl.C(C)(=O)SCC1=CC=C(C=C1)CCC(=O)NCCCN S-(4-(3-((3-aminopropyl) amino)-3-oxopropyl) benzyl) thioacetate hydrochloride